(1r,4r)-4-((tert-butyldiphenylsilyl)oxy)cyclohexan-1-ol [Si](C1=CC=CC=C1)(C1=CC=CC=C1)(C(C)(C)C)OC1CCC(CC1)O